CC1=CC=C(C=C1)C=1N=C(C(=NC1)NN)C=1C=NN(C1)C 5-(4-Methylphenyl)-2-hydrazino-3-(1-methyl-1H-pyrazol-4-yl)pyrazine